C(CC)OC(C)=O.O1CCOCC1 1,4-dioxane propyl-acetate